S-(4-nitrophenyl)-L-cysteine [N+](=O)([O-])C1=CC=C(C=C1)SC[C@H](N)C(=O)O